7-(4-chlorophenyl)-8-(3-chloropyridin-2-yl)-3-[[2-(trimethylsilyl)ethoxy]methyl]-1H-purine-2,6-dione ClC1=CC=C(C=C1)N1C(=NC=2N(C(NC(C12)=O)=O)COCC[Si](C)(C)C)C1=NC=CC=C1Cl